N-(4-(2-(((1r,4r)-4-aminocyclohexyl)amino)-8-ethylquinazolin-6-yl)-3-methylphenyl)-2-(trifluoromethoxy)benzenesulfonamide NC1CCC(CC1)NC1=NC2=C(C=C(C=C2C=N1)C1=C(C=C(C=C1)NS(=O)(=O)C1=C(C=CC=C1)OC(F)(F)F)C)CC